3-formyl-5-((4-methoxybenzyl)oxy)benzonitrile C(=O)C=1C=C(C#N)C=C(C1)OCC1=CC=C(C=C1)OC